O1C(CCCC1)N1N=CC(=C1)C=1C=CC(=C2C=NNC12)C1=CC=C(N=N1)OC1C[C@H]2CC[C@@H](C1)N2C(=O)OC(C)(C)C tert-butyl (1R,3s,5S)-3-((6-(7-(1-(tetrahydro-2H-pyran-2-yl)-1H-pyrazol-4-yl)-1H-indazol-4-yl)pyridazin-3-yl)oxy)-8-azabicyclo[3.2.1]octane-8-carboxylate